(R)-3-(2-chloro-5-(difluoromethyl)pyridin-4-yl)-10-methyl-9,10,11,12-tetrahydro-8H-[1,4]diazepino[5',6':4,5]thieno[3,2-f]quinolin-8-one ClC1=NC=C(C(=C1)C1=NC=2C=CC3=C(C2C=C1)C1=C(S3)C(N[C@@H](CN1)C)=O)C(F)F